CC=1C(NC(N(C1)CC(=O)N)=O)=O 2-(5-methyl-2,4-dioxo-3,4-dihydropyrimidin-1(2H)-yl)acetamide